tert-Butyl 4-[4-[3-cyano-4-[2-methoxy-1-[5-(trifluoromethyl)-3-pyridyl]ethoxy]pyrazolo[1,5-a]pyridin-6-yl]-5-methyl-triazol-1-yl]piperidine-1-carboxylate C(#N)C=1C=NN2C1C(=CC(=C2)C=2N=NN(C2C)C2CCN(CC2)C(=O)OC(C)(C)C)OC(COC)C=2C=NC=C(C2)C(F)(F)F